C(CCCCCCC\C=C/CCCCCCCC)NCCCN N-oleyl-1,3-propanediamine